NAPHTHACENE C1=CC=CC2=CC3=CC4=CC=CC=C4C=C3C=C12